Ethyl (E)-2-(7-bromo-1-oxo-3-(pyridin-2-yl)-1H-isochromen-4-yl)-3-hydroxybut-2-enoate BrC1=CC=C2C(=C(OC(C2=C1)=O)C1=NC=CC=C1)/C(/C(=O)OCC)=C(/C)\O